ClC1=C(C=CC=C1)C1=CC2=C(N=C(N=C2)S(=O)(=O)C)N(C1)C 6-(2-chlorophenyl)-8-methyl-2-(methylsulfonyl)pyrido[2,3-d]pyrimidin